2-[6-[[6-[2-(2-chloropropoxy)ethoxy]-2-pyridyl]amino]-1-(methylamino)-2,7-naphthyridin-4-yl]-1,3-benzoxazol-5-ol ClC(COCCOC1=CC=CC(=N1)NC=1C=C2C(=CN=C(C2=CN1)NC)C=1OC2=C(N1)C=C(C=C2)O)C